CN(C1=CC=C(C=C1)O)C 4-dimethylaminophenol